N1C=NC2=C1C=CC(=C2)C(=O)N 1H-benzo[d]-imidazole-5-carboxamide